CC1=C(C=C(C=C1)NC(=O)C1=NC=CC(=C1)C(F)(F)F)C#C[Si](C)(C)C N-[4-methyl-3-(2-trimethylsilylethynyl)phenyl]-4-(trifluoromethyl)pyridine-2-carboxamide